potassium (E)-(3,4-difluorostyryl)trifluoroborate FC=1C=C(/C=C/[B-](F)(F)F)C=CC1F.[K+]